CN1N=CC(=C1)C=1C=C(C(=O)OC)C=C(C1)C1=CN=CS1 methyl 3-(1-methylpyrazol-4-yl)-5-(1,3-thiazol-5-yl)benzoate